7-amino-3-ethyl-5-((2-(6-(((2-methoxyethyl)amino)methyl)pyridin-2-yl)ethyl)amino)-2-methylpyrazolo[1,5-a]pyrimidine-6-carbonitrile NC1=C(C(=NC=2N1N=C(C2CC)C)NCCC2=NC(=CC=C2)CNCCOC)C#N